COC1CN(C1)CC1=CC=C(N=N1)NC=1C=CC2=C(N(C=N2)C2=CC=C(C(=N2)N2N=C(C=C2C)C#N)C2OCCC2)C1 1-[6-[6-[[6-[(3-Methoxyazetidin-1-yl)methyl]pyridazin-3-yl]amino]benzimidazol-1-yl]-3-tetrahydrofuran-2-yl-2-pyridyl]-5-methyl-pyrazole-3-carbonitrile